(7-bromo-imidazo[1,2-a]quinazolin-5-yl)-[1-(2-fluoro-3-trifluoromethyl-phenyl)-ethyl]-amine BrC=1C=C2C(=NC=3N(C2=CC1)C=CN3)NC(C)C3=C(C(=CC=C3)C(F)(F)F)F